N-(5,6-dimethoxybenzothiazol-2-yl)-2-[4-(ethylsulfonyl)phenyl]-2-(2-methylpropoxy)acetamide COC=1C(=CC2=C(N=C(S2)NC(C(OCC(C)C)C2=CC=C(C=C2)S(=O)(=O)CC)=O)C1)OC